(5R)-9,9-dimethyl-8-oxo-2-[2-(trifluoromethyl)pyrimidine-5-carbonyl]-2-azaspiro[4.5]dec-6-ene-7-carbonitrile CC1(C(C(=C[C@]2(CCN(C2)C(=O)C=2C=NC(=NC2)C(F)(F)F)C1)C#N)=O)C